[C@H](C)(CC)[C@@H]1N(CC2=C(NC1=O)C=NC=C2)C=2C(C(C2NC)=O)=O 3-((S)-3-((S)-sec-butyl)-2-oxo-1,2,3,5-tetrahydro-4H-pyrido[3,4-e][1,4]diazepin-4-yl)-4-(methylamino)cyclobut-3-ene-1,2-dione